4-(2-(1,1-dioxido-6-phenyl-1,2,6-thiadiazinan-2-yl)acetamido)adamantane-1-carboxylic acid O=S1(N(CCCN1C1=CC=CC=C1)CC(=O)NC1C2CC3(CC(CC1C3)C2)C(=O)O)=O